(S)-2,3-dibromo-5-(3-methoxypyrrolidin-1-yl)-6-methylpyridine BrC1=NC(=C(C=C1Br)N1C[C@H](CC1)OC)C